C[C@@H]1O[C@H](CN(C1)C1=C(C=C(C=C1)NCC1CCC(CC1)NC(OC(C)(C)C)=O)F)C tert-butyl ((1S,4r)-4-(((4-((2S,6S)-2,6-dimethylmorpholino)-3-fluorophenyl)amino)methyl)cyclohexyl)carbamate